C[C@H]1[C@H]([C@H]([C@@H]([C@@H](O1)OC[C@@H]2[C@H]([C@@H]([C@H]([C@@H](O2)O)O)O)O)O)O)O The molecule is a disaccharide that is beta-D-glucopyranose in which the hydroxy group at position 6 has been converted into the corresponding alpha-L-fucopyranoside. It is a glycoside and a glycosylglucose. It derives from an alpha-L-fucose and a beta-D-glucose.